4-benzyl-6-chloro-3-[(E)-3-[4-(1-ethylindazol-5-yl)phenyl]prop-2-enoyl]-1H-quinolin-2-one C(C1=CC=CC=C1)C1=C(C(NC2=CC=C(C=C12)Cl)=O)C(\C=C\C1=CC=C(C=C1)C=1C=C2C=NN(C2=CC1)CC)=O